FC(C1C(=CC2=C(O1)C=C1C=CC=CC1=C2)C(=O)O)(F)F 2-trifluoromethyl-2H-naphtho[2,3-b]pyran-3-carboxylic acid